FC(C1=NN(C=N1)C1CC2(CN(C2)C(=O)N2CC3(C2)CC(C3)CC3=NNC(=C3)C3(CC3)C(F)(F)F)C1)F [6-[3-(difluoromethyl)-1,2,4-triazol-1-yl]-2-azaspiro[3.3]heptan-2-yl]-[6-[[5-[1-(trifluoromethyl)cyclopropyl]-1H-pyrazol-3-yl]methyl]-2-azaspiro[3.3]heptan-2-yl]methanone